2,5-Dimethyl-2,5-bis(1,1-dimethylethylperoxy)hexyn CC(C)(C#CC(C)(OOC(C)(C)C)C)OOC(C)(C)C